2-(2-((trans-4-aminocyclohexyl)oxy)ethoxy)-N-(2-(6-methoxypyridazine-3-carbonyl)phenyl)acetamide N[C@@H]1CC[C@H](CC1)OCCOCC(=O)NC1=C(C=CC=C1)C(=O)C=1N=NC(=CC1)OC